ClC=1C=C(C2=C(C=C(O2)CNC(=O)C=2C(=NC=NC2)OCC)C1)C(=O)O 5-Chloro-2-((4-ethoxypyrimidine-5-carboxamido)methyl)benzofuran-7-carboxylic acid